ClC=1C(=NN(C1)CC)[S@@](=O)(N)=NC(NC1=C2C(=NC(=C1C)C(F)(F)F)CCC2)=O (R)-4-Chloro-1-ethyl-N'-((3-methyl-2-(trifluoromethyl)-6,7-dihydro-5H-cyclopenta[b]pyridin-4-yl)carbamoyl)-1H-pyrazole-3-sulfonimidamide